OC1C(NC2=C(C=N1)C=CC=C2)=O 1,3-dihydro-3-hydroxy-2H-1,4-benzodiazepine-2-one